BrC1=CC=2CN[C@@H]3CCC4=C([C@H]3C2C=C1)C=C(C(=C4)OC)O (6aR,12bS)-(+)-3-bromo-10-methoxy-11-hydroxy-5,6,6a,7,8,12b-hexahydrobenzo[a]phenanthridine